N-(4-cyclobutyl-3-(3,3-difluorocyclobutyl)-1-methyl-1H-pyrazol-5-yl)-5,5,5-trifluoro-3,3-dimethylpentanamide C1(CCC1)C=1C(=NN(C1NC(CC(CC(F)(F)F)(C)C)=O)C)C1CC(C1)(F)F